(S)-2-((R)-1-(tert-butoxycarbonyl)pyrrolidin-2-ylamino)-3-methylbutyric acid C(C)(C)(C)OC(=O)N1[C@H](CCC1)N[C@H](C(=O)O)C(C)C